C(C=C)(=O)N1[C@H]([C@@H](N(CC1)S(=O)(=O)C)C1=CC(=NC(=C1)Cl)C1=CC(=NC=N1)C(=O)NC)COC 6-(4-((2S,3R)-4-acryloyl-3-(methoxymethyl)-1-(methylsulfonyl)piperazin-2-yl)-6-chloropyridin-2-yl)-N-methylpyrimidine-4-carboxamide